(R)-9-(2-methoxypropyl)adenine CO[C@@H](CN1C2=NC=NC(=C2N=C1)N)C